((4-(2,7-diazaspiro[3.5]non-2-yl)pyrimidin-5-yl)oxy)-N-ethyl-5-fluoro-N-isopropylbenzamide hydrochloride Cl.C1N(CC12CCNCC2)C2=NC=NC=C2OC2=C(C(=O)N(C(C)C)CC)C=C(C=C2)F